Tert-butyl (R)-(2-methyl-1-(1-methyl-1H-pyrazole-4-carboxamido)hexan-2-yl)carbamate C[C@](CNC(=O)C=1C=NN(C1)C)(CCCC)NC(OC(C)(C)C)=O